2-(((4,4-difluorocyclohexyl)methyl)amino)-2-oxoacetic acid FC1(CCC(CC1)CNC(C(=O)O)=O)F